ClC1=C(C=CC(=C1)Cl)NN=CC1=NOC(=N1)C1=CC=C(C=C1)OC 3-[((2,4-dichlorophenyl)hydrazono)methyl]-5-(4-methoxyphenyl)-1,2,4-oxadiazole